2-((S)-2,2-dimethylcyclopropanecarbonyl)-6-(4-(trifluoromethyl)thiazol-2-yl)-2,6-diazaspiro[3.4]octane-8-carboxylic acid CC1([C@H](C1)C(=O)N1CC2(C1)CN(CC2C(=O)O)C=2SC=C(N2)C(F)(F)F)C